N=1C=C(N2C1C=CC=C2)C2CN(CCC2)C2=NC(=NC(=C2)C(C)C)NCCO 2-((4-(3-(imidazo[1,2-a]pyridin-3-yl)piperidin-1-yl)-6-isopropylpyrimidin-2-yl)amino)ethan-1-ol